(4R)-4-[(1S)-1-(Hydroxymethyl)-3-methyl-but-3-enyl]oxazolidin-2-one OC[C@@H](CC(=C)C)[C@H]1NC(OC1)=O